ClC=1C=CC2=C(C1)N1C([C@@H]3C(SC4=C([C@@H]1C3)C(=CC=C4)OC(F)F)C(=O)OCC)=N2 Ethyl (7R,14S)-11-chloro-1-(difluoromethoxy)-6,7-dihydro-14H-7,14-methanobenzimidazo[2,1-d][1,5]benzothiazocine-6-carboxylate